3-[4-[[trans-4-(acetamino)cyclohexyl]carbamoylmethyl]piperazin-1-yl]-5-(p-tolyl)-1,2,4-triazine N(C(=O)C)[C@@H]1CC[C@H](CC1)NC(=O)CN1CCN(CC1)C=1N=NC=C(N1)C1=CC=C(C=C1)C